phenyl (1-benzylazetidin-3-yl)carbamate C(C1=CC=CC=C1)N1CC(C1)NC(OC1=CC=CC=C1)=O